IC1=CC=C(C=C1)\C(=C/COC1=CC(=C(OCC(=O)OC)C=C1)C)\C1=CC=C(C=C1)SC(F)(F)F methyl (Z)-[4-[3-(4-iodophenyl)-3-[4-(trifluoromethyl-sulfanyl)phenyl]allyloxy]-2-methylphenoxy]acetate